C(=O)O.FC1(CCC(CC1)CN[C@@H]1C=C([C@@H]([C@@H]([C@H]1O)O)O)CF)F (1S,2S,3S,6R)-6-(((4,4-difluorocyclohexyl)methyl)amino)-4-(fluoromethyl)cyclohex-4-ene-1,2,3-triol formate